(S)-N-((2-Chlorobenzo[d]thiazol-5-yl)methyl)-N-(4,4-difluorocyclohexyl)-1-((R)-3-fluoro-N,4-dimethylphenylsulfonimidoyl)pyrrolidine-2-carboxamide ClC=1SC2=C(N1)C=C(C=C2)CN(C(=O)[C@H]2N(CCC2)[S@](=O)(=NC)C2=CC(=C(C=C2)C)F)C2CCC(CC2)(F)F